tert-butyl 4-[(3-methoxy-8-{4-oxo-1H,5H,6H,7H-pyrrolo[3,2-c]pyridin-2-yl}-1,5-naphthyridin-2-yl)oxy]piperidine-1-carboxylate COC=1C(=NC2=C(C=CN=C2C1)C1=CC=2C(NCCC2N1)=O)OC1CCN(CC1)C(=O)OC(C)(C)C